(R)-2-(4,5-dichloro-6-oxopyridazin-1(6H)-yl)-N-(3-(N-(3-methoxyphenethyl)sulfamoyl)-4-methylphenyl)propanamide ClC=1C=NN(C(C1Cl)=O)[C@@H](C(=O)NC1=CC(=C(C=C1)C)S(NCCC1=CC(=CC=C1)OC)(=O)=O)C